COCCN(CCN1N=CC(=C1)C(=O)O)C 1-{2-[(2-methoxy-ethyl)-methyl-amino]-ethyl}-1H-pyrazole-4-carboxylic acid